N-(3-(2-(quinolin-3-ylamino)-[1,2,4]triazolo[1,5-a]pyridin-5-yloxy)phenyl)acrylamide N1=CC(=CC2=CC=CC=C12)NC1=NN2C(C=CC=C2OC=2C=C(C=CC2)NC(C=C)=O)=N1